(D)-Phenylalanyl-(L)-Cysteinyl-(L)-Tyrosyl-(D)-Tryptophanyl-(L)-Lysyl-(L)-threonyl-(L)-Threonine N[C@H](CC1=CC=CC=C1)C(=O)N[C@@H](CS)C(=O)N[C@@H](CC1=CC=C(C=C1)O)C(=O)N[C@H](CC1=CNC2=CC=CC=C12)C(=O)N[C@@H](CCCCN)C(=O)N[C@@H]([C@H](O)C)C(=O)N[C@@H]([C@H](O)C)C(=O)O